C=1(C(=CC=CC1)N)C=CC1=CC=CC=C1 stilbenamine